Cl.NC1CCN(CC1)C=1N(C(C(=C(N1)C1=CC=C(C=C1)C#N)C1=CC=C(OCC(=O)NC2=C(C=C(C(=O)NO)C=C2)OC)C=C1)=O)C 4-(2-(4-(2-(4-aminopiperidin-1-yl)-4-(4-cyanophenyl)-1-methyl-6-oxo-1,6-dihydropyrimidin-5-yl)phenoxy)acetamido)-N-hydroxy-3-methoxybenzamide hydrochloride